1-[(1,3-dimethyl-1H-pyrazol-4-yl)methyl]piperidin CN1N=C(C(=C1)CN1CCCCC1)C